pentaerythritol tetrakis[3-(3,5-di-tert-butyl-4-hydroxyphenyl)propynate] C(C)(C)(C)C=1C=C(C=C(C1O)C(C)(C)C)C#CC(=O)OCC(COC(C#CC1=CC(=C(C(=C1)C(C)(C)C)O)C(C)(C)C)=O)(COC(C#CC1=CC(=C(C(=C1)C(C)(C)C)O)C(C)(C)C)=O)COC(C#CC1=CC(=C(C(=C1)C(C)(C)C)O)C(C)(C)C)=O